C(C)NC=1C=C(C=C2C(C(NC12)=O)(C)N1C[C@@H](CCC1)NC(C1=CC(=CC=C1)OS(=O)(=O)F)=O)F 7-(ethylamino)-5-fluoro-3-[(3R)-3-[(3-fluorosulfonyloxybenzoyl)amino]-1-piperidyl]-3-methyl-2-oxo-indoline